COCC1=CC(=C(C(=C1)C(C)(C)C)O)C(C)(C)C 3,5-Di-tert-butyl-4-hydroxybenzyl methyl ether